ClC1=NC=NC(=C1)Cl 4,6-dichloro-pyrimidine